N1=CC(=CC=C1)C(N)=S Pyridine-3-thiocarboxamide